C(=O)C(C(=O)OC1(C(C=CC=C1)C)C)(O)C(O)C(=O)[O-] xylenyl formyltartrate